(E)-2-(6-chloro-4-methoxy-2-(tolylamino)pyridin-1(2H)-yl)-N,N-dimethylacetamide ClC1=CC(=CC(N1CC(=O)N(C)C)NC1=C(C=CC=C1)C)OC